CC1=C(C=CC=C1)N=C=NC1=CC=CC=C1 methyl-diphenyl-carbodiimide